tert-butyl 3-[[2-fluoro-4-(triazolo[4,5-b]pyridin-3-yl)benzoyl]-(3-thieno[3,2-c]pyridin-2-yl-2-pyridyl)amino]piperidine-1-carboxylate FC1=C(C(=O)N(C2CN(CCC2)C(=O)OC(C)(C)C)C2=NC=CC=C2C2=CC=3C=NC=CC3S2)C=CC(=C1)N1N=NC=2C1=NC=CC2